3-(6-aminopyridin-3-yl)-1-cyclopropyl-1H-pyrazolo[3,4-d]pyrimidin-4-amine NC1=CC=C(C=N1)C1=NN(C2=NC=NC(=C21)N)C2CC2